6-bromo-2,3-dihydro-4H-1-benzopyran-4-one BrC=1C=CC2=C(C(CCO2)=O)C1